methyl 4-(((2-hydroxyethyl)sulfonyl)methyl)-2-(6-azaspiro[2.5]octan-6-yl)benzoate OCCS(=O)(=O)CC1=CC(=C(C(=O)OC)C=C1)N1CCC2(CC2)CC1